CN1C(NCC1C(=O)NC1=CC(=CC=2CCOC21)OC2=NC=C(C=C2)C(F)(F)F)=O 3-Methyl-2-oxo-N-(5-((5-(trifluoromethyl)pyridin-2-yl)oxy)-2,3-dihydrobenzo-furan-7-yl)imidazolidine-4-carboxamide